ClCC(=O)NC=1SC2=C(N1)C=CC(=C2)F 2-chloro-N-(6-fluorobenzothiazole-2-yl)acetamide